methyl 4-((3-chlorophenyl) amino)-3-nitrobenzoate ClC=1C=C(C=CC1)NC1=C(C=C(C(=O)OC)C=C1)[N+](=O)[O-]